(±)-N-(5-Chloro-2-fluoro-4-(trifluoromethyl)phenyl)-3-oxo-3,4,6,7,8,9-hexahydro-2H-6,9-epiminocyclohepta[e][1,2,4]triazine-10-carboxamide ClC=1C(=CC(=C(C1)NC(=O)N1C2CCC1C=1C(NC(NN1)=O)=C2)F)C(F)(F)F